C(C)OC(\C(=C\C1=CC=C(C=C1)Cl)\C)=O.FC=1C=C(N)C=C(C1)C1(CC(C1)C)C1=NN=CN1C 3-fluoro-5-[(1r,3s)-3-methyl-1-(4-methyl-1,2,4-triazol-3-yl)cyclobutyl]aniline ethyl-(E)-3-(4-chlorophenyl)-2-methylacrylate